(R)-3-chloro-N-(2-(4-(4-cyclopropylpiperazin-1-yl)piperidin-1-yl)-5-((6-(3-(3,5-difluorophenyl)isoxazolidin-2-yl)pyrimidin-4-yl)amino)-4-methoxyphenyl)propenamide ClC=CC(=O)NC1=C(C=C(C(=C1)NC1=NC=NC(=C1)N1OCC[C@@H]1C1=CC(=CC(=C1)F)F)OC)N1CCC(CC1)N1CCN(CC1)C1CC1